ethyl 3-(2-((cyclopropylmethyl)amino)-5-(dimethoxymethyl)pyrimidin-4-yl)-1-(2-fluorobenzyl)pyrrolidine-3-carboxylate C1(CC1)CNC1=NC=C(C(=N1)C1(CN(CC1)CC1=C(C=CC=C1)F)C(=O)OCC)C(OC)OC